C1C(=CNS1)C(=O)O 3-thiazolidine-4-carboxylic acid